4,4-Difluoro-1-(5-nitro-2-(4H-1,2,4-triazol-3-yl)phenyl)piperidine FC1(CCN(CC1)C1=C(C=CC(=C1)[N+](=O)[O-])C1=NN=CN1)F